C(C)(=O)N1CCC(CC1)CN(C(=O)NC1=CC(=C(C=C1)F)Cl)[C@H](C)C1=CNC(C2=CC=CC=C12)=O (R)-1-((1-acetylpiperidin-4-yl)methyl)-3-(3-chloro-4-fluorophenyl)-1-(1-(1-oxo-1,2-dihydroisoquinolin-4-yl)ethyl)urea